(2-[(3aS,4S,6S,7aR)-3a,5,5-trimethylhexahydro-2H-4,6-methano-1,3,2-benzodioxaborol-2-yl] cyclopropyl) benzoate C(C1=CC=CC=C1)(=O)OC1C(C1)B1O[C@@]2([C@H](O1)C[C@H]1C([C@@H]2C1)(C)C)C